FC1=CC=C(C=C1)C1=C(N=C(C2=CC3=C(C=C12)C=CN3)N=S(=O)(C)C)C(C)C ((5-(4-fluorophenyl)-6-isopropyl-1H-pyrrolo[3,2-g]isoquinolin-8-yl)imino)dimethyl-λ6-sulfanone